2-((1,1,1-trifluoro-2-methylpropan-2-yl)oxy)acetic acid FC(C(C)(C)OCC(=O)O)(F)F